3-{3-ethyl-4-[(6-methoxyimidazo[1,2-b]pyridazin-8-yl)oxy]phenyl}-1-[5-(trifluoromethyl)-3-pyridinyl]-2,4-imidazolidinedione trifluoroacetate FC(C(=O)O)(F)F.C(C)C=1C=C(C=CC1OC=1C=2N(N=C(C1)OC)C=CN2)N2C(N(CC2=O)C=2C=NC=C(C2)C(F)(F)F)=O